tert-butyl 6-(3-(2,6-dichloro-3,5-dimethoxyphenyl)-7-(methylsulfonyl)-2-oxo-3,4-dihydropyrimido[4,5-d]pyrimidin-1(2H)-yl)-2-azaspiro[3.3]heptane-2-carboxylate ClC1=C(C(=C(C=C1OC)OC)Cl)N1C(N(C2=NC(=NC=C2C1)S(=O)(=O)C)C1CC2(CN(C2)C(=O)OC(C)(C)C)C1)=O